CC1=C(C=2C(=N[C@H](C=3N(C2S1)C(=NN3)C)C)C3=CC=C(C=C3)C#CC(=O)OCC)C ethyl 3-{4-[(6S)-2,3,6,9-tetramethyl-6H-thieno[3,2-f][1,2,4]triazolo[4,3-a][1,4]diazepin-4-yl]phenyl}prop-2-ynoate